ClC=1C=NC2=C(C(=CC=C2C1)Cl)C=O 3,7-dichloro-8-quinolinecarboxaldehyde